difluoromethyl-N-methyliminocarboxamide FC(F)C(=O)N=NC